4-(((2S)-4-cyclopropyl-2-(4-(methoxycarbonyl)phenyl)piperidin-1-yl)methyl)-5-(methoxy-d3)-7-Methyl-1H-indole-1-carboxylic acid tert-butyl ester C(C)(C)(C)OC(=O)N1C=CC2=C(C(=CC(=C12)C)OC([2H])([2H])[2H])CN1[C@@H](CC(CC1)C1CC1)C1=CC=C(C=C1)C(=O)OC